4-{2-methyl-5H,6H,7H-pyrazolo[1,5-a]pyrimidin-4-yl}-4-oxo-N-[4-(pyrimidin-5-yl)phenyl]butanamide CC1=NN2C(N(CCC2)C(CCC(=O)NC2=CC=C(C=C2)C=2C=NC=NC2)=O)=C1